N-(3-morpholinobenzyl)aniline O1CCN(CC1)C=1C=C(CNC2=CC=CC=C2)C=CC1